tert-butyl (S)-4-(6-bromo-7-fluoro-4-(2-isopropyl-4-methylpyridin-3-yl)-4H-imidazo[4,5-b]quinolin-9-yl)-3-methylpiperazine-1-carboxylate BrC=1C(=CC=2C(=C3C(N(C2C1)C=1C(=NC=CC1C)C(C)C)=NC=N3)N3[C@H](CN(CC3)C(=O)OC(C)(C)C)C)F